(3R)-3-(4-chlorophenyl)-2-[(5-chloropyridin-2-yl)methyl]-6-{2-hydroxy-1-[(3S)-3-hydroxypyrrolidin-1-yl]propan-2-yl}-3-methoxy-2,3-dihydro-1H-isoindol-1-one ClC1=CC=C(C=C1)[C@@]1(N(C(C2=CC(=CC=C12)C(CN1C[C@H](CC1)O)(C)O)=O)CC1=NC=C(C=C1)Cl)OC